ClC=1C=C2C(=CC1)NC([C@]21C[C@@H](N[C@@H](C1)C=1N=NN(C1)C)C)=O (2'S,3S,6'S)-5-chloro-2'-methyl-6'-(1-methyltriazol-4-yl)spiro[indoline-3,4'-piperidin]-2-one